hexatriacontanoic acid C(CCCCCCCCCCCCCCCCCCCCCCCCCCCCCCCCCCC)(=O)O